O1C=C(C2=C1C=CC=C2)C[C@H](NS(=O)(=O)CC2=CC(=CC(=C2)[N+](=O)[O-])C)B(O)O (R)-2-(benzofuran-3-yl)-1-((3-methyl-5-nitrophenyl)methylsulfonylamino)ethylboronic acid